3-(3-oxo-1,3-dihydro-2H-indazol-2-yl)piperidine-2,6-dione O=C1N(NC2=CC=CC=C12)C1C(NC(CC1)=O)=O